O=CCCCC=1C=CC2=C(N(CCCC2)C(=O)OCCCC)N1 butyl 2-(4-oxobutyl)-5,6,7,8-tetrahydro-9H-pyrido[2,3-b]azepine-9-carboxylate